C(C)(C)(C)N1N=CC(=C1)NC(CC1=CC(=C(C=C1)OC1=CC=NC2=CC=C(C=C12)SC1CN(C1)C)C)=O N-(1-(tert-butyl)-1H-pyrazol-4-yl)-2-(3-methyl-4-((6-((1-methylazetidin-3-yl)thio)quinolin-4-yl)oxy)phenyl)acetamide